tert-Butyl 2-(3-acetyl-7-((but-3-en-1-yl(tert-butoxycarbonyl)amino)methyl)-5-(2-methylpyrimidin-5-yl)-1H-indazol-1-yl)acetate C(C)(=O)C1=NN(C2=C(C=C(C=C12)C=1C=NC(=NC1)C)CN(C(=O)OC(C)(C)C)CCC=C)CC(=O)OC(C)(C)C